N=1N(N=CC1)C1=C(C=C(C=N1)NC(C1=C(C=C(C(=C1)F)C1=C(C=NC=C1\C=C\C(C)(C)O)N)Cl)=O)C(F)(F)F (E)-N-(6-(2H-1,2,3-triazol-2-yl)-5-(trifluoromethyl)pyridin-3-yl)-4-(3-amino-5-(3-hydroxy-3-methylbut-1-en-1-yl)pyridin-4-yl)-2-chloro-5-fluorobenzamide